COC(CC(C(=O)N)CCC1=NC=C(C=C1)[N+](=O)[O-])OC (2,2-dimethoxyethyl)-4-(5-nitropyridin-2-yl)butyramide